2-(ethoxycarbonothioyl)thio-2-methylpropionic acid C(C)OC(=S)SC(C(=O)O)(C)C